3-((13S,15S,Z)-16-(hydroxymethylene)-13-methyl-17-oxo-7,8,9,11,12,13,14,15,16,17-decahydro-6H-cyclopenta[a]phenanthren-15-yl)-N-(6-methoxypyridazin-3-yl)propanamide O\C=C/1\[C@H](C2C3CCC=4C=CC=CC4C3CC[C@@]2(C1=O)C)CCC(=O)NC=1N=NC(=CC1)OC